C(C)(=O)N1CCC(CC1)NCC=1C=CC(=NC1OC)C=1C=NC=C(C1Cl)C=1C(=C(C=CC1)C1=CC=C(C(=N1)OC)CNC1CCN(CC1)C(C)=O)Cl 1-(4-(((6-(3-(5-(((1-acetylpiperidin-4-yl)amino)methyl)-4'-chloro-6-methoxy-[2,3'-bipyridin]-5'-yl)-2-chlorophenyl)-2-methoxypyridin-3-yl)methyl)amino)piperidin-1-yl)ethan-1-one